2-(2-chloro-4-fluorophenyl)propan-2-amine hydrochloride Cl.ClC1=C(C=CC(=C1)F)C(C)(C)N